N-sulfonyl-acetamidine S(=O)(=O)=NC(C)=N